C(C)(C)(C)NC(C1=CC(C(=O)NC(C)(C)C)=CC(C(=O)NC(C)(C)C)=C1)=O trimesic acid, tris(tert-butylamide)